4-(5-(3,5-dichlorophenyl)-5-(trifluoromethyl)-4,5-dihydroisoxazol-3-yl)-2-methyl-N-(2-oxo-2-((2,2,2-trifluoroethyl)amino)ethyl)benzamide ClC=1C=C(C=C(C1)Cl)C1(CC(=NO1)C1=CC(=C(C(=O)NCC(NCC(F)(F)F)=O)C=C1)C)C(F)(F)F